CN(C=1OC2=C(N1)C=C(C=C2)NC(=O)C=2C=CC1=C(CCO1)C2)CC2COC2 2,3-dihydro-benzofuran-5-carboxylic acid [2-(methyl-oxetan-3-ylmethyl-amino)-benzooxazol-5-yl]-amide